(4S)-3-[(5S)-5-(4-fluorophenyl)-5-hydroxypentanoyl]-4-phenyl-1,3-oxazetane-2-one FC1=CC=C(C=C1)[C@H](CCCC(=O)N1C(O[C@H]1C1=CC=CC=C1)=O)O